6-(3-chlorophenyl)-2,4-dioxohexanoic acid ethyl ester C(C)OC(C(CC(CCC1=CC(=CC=C1)Cl)=O)=O)=O